CN1N=C2C=CC(=C(C2=C1)C)C1=CC(=C(N=N1)NC1C[C@@H]2[C@@H](CN(C2)CC2CCOCC2)C1)C(F)(F)F (3aR,5s,6aS)-N-(6-(2,4-dimethyl-2H-indazol-5-yl)-4-(trifluoromethyl)pyridazin-3-yl)-2-((tetrahydro-2H-pyran-4-yl)methyl)octahydrocyclopenta[c]pyrrol-5-amine